C(=O)NN N'-formylhydrazine